O1CCN(CC1)C=1C=C2CCNC(C2=CC1)=O 6-morpholino-3H-isoquinolin-1-one